tert-butyl 4-{2-[(5-{2-[(1r,4r)-4-({2,3,5-trifluoro-4-[(4-methoxyphenyl)methoxy]benzamido}methyl)cyclohexyl]-2H-indazol-6-yl}pyrimidin-2-yl)oxy]ethyl}piperazine-1-carboxylate FC1=C(C(=O)NCC2CCC(CC2)N2N=C3C=C(C=CC3=C2)C=2C=NC(=NC2)OCCN2CCN(CC2)C(=O)OC(C)(C)C)C=C(C(=C1F)OCC1=CC=C(C=C1)OC)F